3-chlorophenyl 3-[4-(2-aminothiazol-4-yl)-1H-1,2,3-triazol-1-yl]-3-deoxy-2-O-methyl-1-thio-α-D-galactopyranoside NC=1SC=C(N1)C=1N=NN(C1)[C@@H]1[C@H]([C@@H](SC2=CC(=CC=C2)Cl)O[C@@H]([C@@H]1O)CO)OC